1-cyclobutyl-1H-1,2,3-triazol C1(CCC1)N1N=NC=C1